1-methyl-3,6-dinitropyridin-2(1H)-one CN1C(C(=CC=C1[N+](=O)[O-])[N+](=O)[O-])=O